BrC1=CC(=C(C=C1)[C@H](C(=O)N1CCN(CC1)C=1C2=C(N=CN1)[C@@H](C[C@H]2C)O)CNC(C)C)F (S)-2-(4-bromo-2-fluorophenyl)-1-(4-((5R,7R)-7-hydroxy-5-methyl-6,7-dihydro-5H-cyclopenta[d]pyrimidin-4-yl)piperazin-1-yl)-3-(isopropylamino)propan-1-one